C(C)(C)(C)[Si](OCCCC(=O)O)(C1=CC=CC=C1)C1=CC=CC=C1 4-{[tert-butyl-(diphenyl)silyl]oxy}butanoic acid